(R)-4-benzyl-1,2,3-oxathiazolidine-3-carboxylic acid C(C1=CC=CC=C1)[C@H]1N(SOC1)C(=O)O